1-benzyl-3-((dimethyl(oxo)-λ6-sulfanylidene)amino)-2-methylpyridin-1-ium bromide [Br-].C(C1=CC=CC=C1)[N+]1=C(C(=CC=C1)N=S(=O)(C)C)C